3-((3S,4S)-4-hydroxytetrahydrofuran-3-yl)-8-(pyridin-3-yl)-6-(5-(trifluoromethyl)pyridin-2-yl)pyrido[3,4-d]pyrimidin-4(3H)-one O[C@H]1[C@H](COC1)N1C=NC2=C(C1=O)C=C(N=C2C=2C=NC=CC2)C2=NC=C(C=C2)C(F)(F)F